2,5-dihydro-1,2,3-thiadiazole-4-carboxylic acid S1NN=C(C1)C(=O)O